O1CC(C1)C[Si](OC(C)C)(OC(C)C)OC(C)C (oxetane-3-yl)methyl-tri-i-propyl-oxysilane